6-bromopyridine BrC1=CC=CC=N1